NCC1=CC2=C(N(C(=N2)CN2C(C3(C=4C2=CN=CC4)CC3)=O)CCCC(F)(F)F)C=C1 1'-((5-(aminomethyl)-1-(4,4,4-trifluorobutyl)-1H-benzo[d]imidazol-2-yl)methyl)spiro[cyclopropane-1,3'-pyrrolo[2,3-c]pyridine]-2'(1'H)-one